NC1=NC2=C(C=CC=C2C=C1)OC[C@@H](C)NC(OC(C)(C)C)=O tert-butyl N-[(2R)-1-[(2-aminoquinolin-8-yl)oxy]propan-2-yl]carbamate